C(CCCCCCCCCCCCCCCCC)(=O)C(CCCCCCCCCC(C(=O)O)O)CCCCCC.C(CCCCCCCCCCCCCCC(C)C)(=O)O.C(CCCCCCCCCCCCCCC(C)C)(=O)O isostearic acid isostearate 12-stearoylhydroxystearate